C1(=CC2C(CC1)O2)CC[Si](OC)(OC)OC 2-(3,4-epoxycyclohexenyl)ethyltrimethoxysilane